BrC=1C=C(C=CC1)C(C)(C)N 2-(3-bromophenyl)propan-2-amine